ClC=1C=C(C=CC1)[C@H]1C[C@](C(N([C@@H]1C1=CC=C(C=C1)Cl)[C@H](CN(S(=O)(=O)C)C(C)C)C1CC1)=O)(C)CC(=O)O 2-((3R,5R,6S)-5-(3-chlorophenyl)-6-(4-chlorophenyl)-1-((S)-1-cyclopropyl-2-(N-isopropylmethylsulfonamido)ethyl)-3-methyl-2-oxopiperidin-3-yl)acetic Acid